maleic hydrazide sodium salt [Na+].C(\C=C/C(=O)[O-])(=O)NN